C(#N)CNC(=O)C1=CC=2C(C=3N=C(N=CC3C2C=C1)C(F)(F)F)=O N-(cyanomethyl)-9-oxo-2-(trifluoromethyl)-9H-indeno[2,1-d]pyrimidine-7-carboxamide